The molecule is a monoterpene glycoside with formula C30H32O13, isolated from several species of Paeoniae. It has a role as a plant metabolite, a platelet aggregation inhibitor and an EC 1.14.18.1 (tyrosinase) inhibitor. It is a 4-hydroxybenzoate ester, an O-acyl carbohydrate, a beta-D-glucoside, a bridged compound, a cyclic acetal, a lactol and a monoterpene glycoside. C[C@]12C[C@@]3([C@@H]4C[C@]1([C@@]4([C@H](O2)O3)COC(=O)C5=CC=C(C=C5)O)O[C@H]6[C@@H]([C@H]([C@@H]([C@H](O6)COC(=O)C7=CC=CC=C7)O)O)O)O